C(CCC)OC=1C=C2C=CC(=CC2=CC1)C1(CC=C(C=C1)N)NC1=CC=CC=C1 1-(6-Butoxynaphthalen-2-yl)-N1-phenylbenzene-1,4-diamine